FC=1C=CC=2C(=C(C=C3C(=NN(C23)C2=CC=CC=C2)C)O)C1 7-fluoro-3-methyl-1-phenyl-1H-benzo[g]indazol-5-ol